C1(CCCC1)C=1C=CC(=NC1)CN(C(=O)[C@@H]1N(CC1)S(=O)(=O)C1=C(C(=C(C(=C1F)F)F)F)F)C1=C(C=C(C=C1)C(NO)=O)F (R)-N-((5-cyclopentylpyridin-2-yl)methyl)-N-(2-fluoro-4-(hydroxycarbamoyl)phenyl)-1-((perfluorophenyl)sulfonyl)azetidine-2-carboxamide